ClC1=C(C=CC=C1)C1C(O1)(C1=C(C=C(C=C1)F)F)CN1N=CN=C1 1-{[3-(2-chlorophenyl)-2-(2,4-difluorophenyl)oxiran-2-yl]methyl}-1H-1,2,4-triazol